1,3-dihydroxypropan-2-yl (13Z)-docos-13-enoate C(CCCCCCCCCCC\C=C/CCCCCCCC)(=O)OC(CO)CO